S(=O)(=O)(C=1C(=CC=CC1)[N+](=O)[O-])Cl o-nosyl chloride